C1(=CC=CC=C1)COC=1C=CC=C2C=C(NC12)C=O 7-(Phenylmethyloxy)-1H-indole-2-carbaldehyde